acryloxypropylmethyldiethoxysilane C(C=C)(=O)OCCC[Si](OCC)(OCC)C